5-bromo-2-indolecarboxylic acid methyl ester COC(=O)C=1NC2=CC=C(C=C2C1)Br